CC(C1=CC(=CC=C1)N)(C)C1=CC=C(C=C1)C(C1=CC(=CC=C1)N)(C)C 1,4-bis(α,α-dimethyl-3-aminobenzyl)benzene